NC1=NC(=NC=C1)C=1C(=NN(C1O[C@H](CCNC1=C(C=NC(=C1)Cl)C1=NC=C(C=C1F)CN1CC(C1)C(C)(C)O)C)C)C (S)-2-(1-((4'-((3-((4-(4-aminopyrimidin-2-yl)-1,3-dimethyl-1H-pyrazol-5-yl)oxy)butyl)amino)-6'-chloro-3-fluoro-[2,3'-bipyridin]-5-yl)methyl)azetidin-3-yl)propan-2-ol